C1(CC1)C=1N=CN(C1)C1=CC=CC2=C1N=C(S2)C(=O)O (4-cyclopropyl-1H-imidazol-1-yl)benzo[d]thiazole-2-carboxylic acid